N1(CCOCC1)C(=O)C1=CC=C(C2=C1N=C(O2)N2CC1CCC(C2)N1C(=O)OC(C)(C)C)C=1SC=CN1 tert-Butyl 3-(4-(morpholine-4-carbonyl)-7-(thiazol-2-yl)benzo[d]oxazol-2-yl)-3,8-diazabicyclo[3.2.1]octane-8-carboxylate